2-methyl-2-(4-(4-(methylcarbamoyl)phenoxy)phenyl)propanoic acid CC(C(=O)O)(C)C1=CC=C(C=C1)OC1=CC=C(C=C1)C(NC)=O